ethyl (R)-6-(bromomethyl)-4-(2-chloro-4-fluorophenyl)-2-(thiazol-2-yl)-1,4-dihydropyrimidine-5-carboxylate BrCC1=C([C@@H](N=C(N1)C=1SC=CN1)C1=C(C=C(C=C1)F)Cl)C(=O)OCC